(E)-3-(5-fluoro-1-(tetrahydro-2H-pyran-2-yl)-1H-pyrazolo[3,4-b]pyridin-6-yl)acrylic acid FC=1C=C2C(=NC1/C=C/C(=O)O)N(N=C2)C2OCCCC2